2-aminoethyl-4-aminophenyl ether NCCC1=C(C=CC(=C1)N)OC1=C(C=C(C=C1)N)CCN